NC=1SC2=C(N1)C=CC(=C2)C2=NN(C(=C2)C2=CC=C(C=C2)OC)CC2=CC=C(C(=O)NO)C=C2 4-{[3-(2-aminobenzo[d]thiazol-6-yl)-5-(4-methoxyphenyl)-1H-pyrazol-1-yl]methyl}-N-hydroxybenzoamide